C(CCCCCCC)(=O)OC1=CC=C(C=C1)C para-cresyl caprylate